NCCCN1[C@@H]([C@H](CCC1)C1=CC=2C(=NC=CC2NC=2C=CC3=C(N=CS3)C2)S1)C N-(2-((2R,3S)-1-(3-aminopropyl)-2-methylpiperidin-3-yl)thieno[2,3-b]pyridin-4-yl)benzo[d]thiazol-5-amine